C1(CCC2C3CCC(=C12)C3)NCCN hexahydro-4,7-methano-indenyldimethylenediamine